Ethyl (NZ)-N-[[[7-bromo-3-(cyanomethyl)-6-fluoro-1,3-dihydroisobenzofuran-5-yl]amino]-ethylsulfanyl-methylene]carbamate BrC=1C(=C(C=C2C(OCC12)CC#N)N/C(=N/C(OCC)=O)/SCC)F